ClC=1C=C2C(=C(C(NC2=CC1)=O)\C=C\CC1=CC=C(C=C1)OC)C (E)-6-chloro-3-(3-(4-methoxyphenyl)propenyl)-4-methylquinolin-2(1H)-one